3-(((4-nitrobenzyl)amino)phenyl)piperidine-1-carboxylic acid tert-butyl ester C(C)(C)(C)OC(=O)N1CC(CCC1)C1=C(C=CC=C1)NCC1=CC=C(C=C1)[N+](=O)[O-]